NC1=C2C(=NC=N1)N(N=C2C2=CC=C(C=C2)OC2=CC=CC=C2)C2CCN(CC2)C(=O)C2CCN(CC2)C (4-(4-Amino-(4-phenoxyphenyl)-1H-pyrazolo[3,4-d]pyrimidin-1-yl)piperidin-1-yl)(1-methylpiperidine-4-yl)methanone